ClC(=C(C(F)(F)Cl)F)Cl 1,1,3-Trichloro-2,3,3-trifluoropropen